ClC(Cl)(Cl)OC(OC(Cl)(Cl)Cl)=O.ClC(Cl)(OC(OC(Cl)(Cl)Cl)=O)Cl triphosgene bis(trichloromethyl)carbonate